1-(3,4-dichlorobenzyl)-8-((1R,2R)-2-hydroxycyclohexylamino)-3,7-dimethyl-1H-purine ClC=1C=C(CN2CN(C3=NC(N(C3=C2)C)N[C@H]2[C@@H](CCCC2)O)C)C=CC1Cl